5-amino-1-ethyl-3-methyl-1H-pyrazole-4-carboxamide NC1=C(C(=NN1CC)C)C(=O)N